ClC=1N=C(N2C1C(=CC(=C2)S(=O)(=O)NC2(COC2)C)N2CCC1(COC1)CC2)C=2SC(=NN2)C(F)F 1-chloro-3-(5-(difluoromethyl)-1,3,4-thiadiazol-2-yl)-N-(3-methyloxetan-3-yl)-8-(2-oxa-7-azaspiro[3.5]nonan-7-yl)imidazo[1,5-a]pyridine-6-sulfonamide